CC(C#C)(CCCC(C)C)O 3,7-dimethyl-1-octyne-3-ol